6-(4-(1H-pyrazol-1-yl)benzyl)-N-((1S,2S)-2-hydroxycycloheptyl)-5-oxo-5,6-dihydro-1,6-naphthyridine-8-carboxamide N1(N=CC=C1)C1=CC=C(CN2C(C=3C=CC=NC3C(=C2)C(=O)N[C@@H]2[C@H](CCCCC2)O)=O)C=C1